1-(benzenesulfonyl)-6-bromo-5-chloropyrrolo[3,2-b]pyridine C1(=CC=CC=C1)S(=O)(=O)N1C=CC2=NC(=C(C=C21)Br)Cl